C(#N)N1CC(CC1)NC(C1=NC(=CC=C1)N1CCC(CC1)OC1=CC=CC=C1)=O N-(1-cyanopyrrolidin-3-yl)-6-(4-phenoxy-piperidin-1-yl)-picolinamide